(3-bromo-1H-1,2,4-triazol-5-yl)-6,7-dichloro-3-(1H-pyrazol-4-yl)-1H-indole BrC1=NNC(=N1)N1C=C(C2=CC=C(C(=C12)Cl)Cl)C=1C=NNC1